CC1CN(CCN1C=1C=NC(=CC1)[N+](=O)[O-])C(=O)OC(C)(C)C tert-Butyl 3-Methyl-4-(6-nitropyridin-3-yl)piperazine-1-carboxylate